β-(3,4-epoxycyclohexyl)-ethyl-trimethoxysilane C1(CC2C(CC1)O2)CC[Si](OC)(OC)OC